C(C1CO1)OC(=O)C=C acryl glycidyl ether